rac-methyl (5aR,6S,7R,8aR)-5a-(4-bromophenyl)-8a-hydroxy-1-methoxy-8-oxo-6-phenyl-5a,7,8,8a-tetrahydro-6H-cyclopenta[4,5]furo[3,2-c]pyridine-7-carboxylate BrC1=CC=C(C=C1)[C@]12[C@](C=3C(=NC=CC3O1)OC)(C([C@@H]([C@H]2C2=CC=CC=C2)C(=O)OC)=O)O |r|